N-(2-chloro-6-fluorobenzyl)-1-(5-(trifluoromethyl)pyridin-2-yl)methylamine ClC1=C(CNCC2=NC=C(C=C2)C(F)(F)F)C(=CC=C1)F